2,2,6,6-tetramethyl-4-({10-[(2,2,6,6-tetramethylpiperidin-4-yl)oxy]decyl}oxy)piperidine CC1(NC(CC(C1)OCCCCCCCCCCOC1CC(NC(C1)(C)C)(C)C)(C)C)C